(S)-2-(3-(2-((1-cyclopropylethyl)carbamoyl)-1H-imidazol-4-yl)phenyl)-N-(pentan-3-yl)oxazole-5-carboxamide C1(CC1)[C@H](C)NC(=O)C=1NC=C(N1)C=1C=C(C=CC1)C=1OC(=CN1)C(=O)NC(CC)CC